(1R,5S,6S,7R)-7-[(Bis(4-methoxyphenyl)phenyl)methoxy]-8-methyl-3-oxo-8-azabicyclo[3.2.1]octan-6-yl acetate C(C)(=O)O[C@H]1[C@@H]2CC(C[C@H]([C@H]1OCC1=C(C(=CC=C1)C1=CC=C(C=C1)OC)C1=CC=C(C=C1)OC)N2C)=O